C(C)OC(=O)C1=NN2C(C(N(C=C2Br)C)=O)=C1 7-bromo-5-methyl-4-oxo-4,5-dihydropyrazolo[1,5-a]pyrazine-2-carboxylic acid ethyl ester